ClC1=NN(C=C1NC(OC(C)(C)C)=O)C(C)(C)C1=NC=NN1C tert-butyl (3-chloro-1-(2-(1-methyl-1H-1,2,4-triazol-5-yl)propan-2-yl)-1H-pyrazol-4-yl)carbamate